BrOC=1C(C=O)=CC=CC1 Bromosalicylaldehyde